ClC=1C(=CC2=C(OC(O2)(F)F)C1)C=1C=CC(=C(C(=O)N)C1C)F 5-(6-chloro-2,2-difluorobenzo[d][1,3]dioxol-5-yl)-2-fluoro-6-methylbenzamide